3-(3-(3-methyl-2-oxoimidazolin-1-yl)piperidin-1-yl)-1,2,4-triazin-6-carboxamide CN1C(N(CC1)C1CN(CCC1)C=1N=NC(=CN1)C(=O)N)=O